FC1=C(C=C(C=C1)C(C)=O)[N+](=O)[O-] 1-(4-fluoro-3-nitrophenyl)ethanone